(2-(5-fluoro-2-methoxyphenyl)pyrimidin-4-yl)methanol FC=1C=CC(=C(C1)C1=NC=CC(=N1)CO)OC